BrC1=C(C=C(C(=C1)Cl)OC)S(=O)(=O)N[C@@H](C(=O)O)CCCC (R)-2-(2-bromo-4-chloro-5-methoxyphenylsulfonylamino)hexanoic acid